C(C)(C)(C)OC(C(C(C\C=C\C(=O)N(C)C)(C)C)OC(N(C)C)=O)=O.CN(C)[SiH](N(C)C)N(C)C Tri(dimethylamino)silane tert-butyl-(E)-7-(dimethylamino)-2-(dimethylcarbamoyloxy)-3,3-dimethyl-7-oxo-hept-5-enoate